Cl.N1C(=NC2=C1C=CC=C2)C(N2C(C1=C(C(=CC=C1C2)C2=CC=C(C=C2)C2CCN(CC2)C)F)=O)C2=C(C=CC(=C2)F)O 2-[1H-benzimidazol-2-yl-(5-fluoro-2-hydroxy-phenyl)methyl]-7-fluoro-6-[4-(1-methyl-4-piperidinyl)phenyl]isoindolin-1-one, hydrochloride